CN1C(=CC=2C(=NC(=CC21)C2=CC(=C(C=C2F)C2(CCN(CC2)CC(C)C)O)F)C)C2=CC=C(C=C2)S(=O)(=O)C 4-(4-(1,4-dimethyl-2-(4-(methylsulfonyl)phenyl)-1H-pyrrolo[3,2-c]pyridin-6-yl)-2,5-difluorophenyl)-1-isobutylpiperidin-4-ol